5,6-dimethoxy-3-methyl-1H-indazole COC=1C=C2C(=NNC2=CC1OC)C